[Na+].S(=O)(=O)([O-])S(=O)[O-].[Na+] sodium metabisulfite, sodium salt